ClC1=C(C(=O)N(CCS(=O)(=O)C)C2=CC(=C(C=C2)Cl)C2=NC=CC=C2)C=CC(=C1)C(=O)N 2-chloro-N1-(4-chloro-3-(pyridin-2-yl)phenyl)-N1-(2-(methylsulfonyl)ethyl)terephthalamide